C(C)(=O)N1C[C@@H]([C@H](C1)CC=C)S(=O)(=O)N (3R,4S)-1-ACETYL-4-ALLYLPYRROLIDINE-3-SULFONAMIDE